4-[3-(dibenzothiophen-4-yl)phenyl]-8-(naphthalene-2-yl)-[1]benzofuro[3,2-d]pyrimidine C1=CC=C(C=2SC3=C(C21)C=CC=C3)C=3C=C(C=CC3)C=3C2=C(N=CN3)C3=C(O2)C=CC(=C3)C3=CC2=CC=CC=C2C=C3